C(=O)O.C1(CC1)OC=1C=CC(=C(C1)O)C1=C2C(=C(N=N1)N[C@H]1CN(CCC1)C)C=NC=C2 (R)-5-Cyclopropoxy-2-(4-((1-methylpiperidin-3-yl)amino)pyrido[3,4-d]pyridazin-1-yl)phenol formic acid salt